P(=O)(O)(O)OC[C@H](N)C(=O)O Phosphonoserin